(racemic)-trans-3-amino-4-(3-boronopropyl)-1-(N-carbamoylsulfamoyl)pyrrolidine-3-carboxylic acid 2,2,2-trifluoroacetic acid salt FC(C(=O)O)(F)F.N[C@@]1(CN(C[C@H]1CCCB(O)O)S(NC(N)=O)(=O)=O)C(=O)O |r|